ClC=1C(=CC2=C(OCC[C@@H]3N(C2)CCN(C3)C(=O)OC(C)(C)C)C1)[N+](=O)[O-] tert-butyl (S)-9-chloro-10-nitro-1,2,4,4a,5,6-hexahydro-3H,12H-benzo[b]pyrazino[1,2-e][1,5]oxazocine-3-carboxylate